ClC1=CC(=CC=2C=C(OC21)CN)C2=CC=C(C=C2)S(=O)(=O)N2CC(C2)(F)F (7-chloro-5-(4-(3,3-difluoroazetidin-1-ylsulfonyl)phenyl)benzofuran-2-yl)methylamine